(S)-1-(4-cyanophenyl)-N-(2,3-difluoro-4-((3-(2-(piperidin-3-ylamino)pyrimidin-4-yl)pyridin-2-yl)oxy)phenyl)methanesulfonamide C(#N)C1=CC=C(C=C1)CS(=O)(=O)NC1=C(C(=C(C=C1)OC1=NC=CC=C1C1=NC(=NC=C1)N[C@@H]1CNCCC1)F)F